1-(4-(4-amino-7-cyclopropyl-7H-pyrrolo[2,3-d]pyrimidin-5-yl)benzo[d]oxazol-7-yl)-3-(4-((1-methylpiperidin-4-yl)-oxy)-3-(trifluoromethyl)phenyl)urea NC=1C2=C(N=CN1)N(C=C2C2=CC=C(C1=C2N=CO1)NC(=O)NC1=CC(=C(C=C1)OC1CCN(CC1)C)C(F)(F)F)C1CC1